cyclohexyl (5-(2-(7-bromoheptanamido)benzo[d]thiazol-6-yl)-2-methylpyridin-3-yl)carbamate BrCCCCCCC(=O)NC=1SC2=C(N1)C=CC(=C2)C=2C=C(C(=NC2)C)NC(OC2CCCCC2)=O